[2-({N-[7-bromo-2-(4-methoxyphenyl)[1,2,4]triazolo[1,5-c]quinazolin-5-yl]-D-alanyl}amino)ethyl]methylcarbamic acid tert-butyl ester C(C)(C)(C)OC(N(C)CCNC([C@H](NC1=NC=2C(=CC=CC2C=2N1N=C(N2)C2=CC=C(C=C2)OC)Br)C)=O)=O